2-[3-(3-chloro-2-piperazin-1-yl-6-quinolinyl)-1H-1,2,4-triazol-5-yl]ethanamine dihydrochloride Cl.Cl.ClC=1C(=NC2=CC=C(C=C2C1)C1=NNC(=N1)CCN)N1CCNCC1